(6R,14S)-14-{4-[3-chloro-6-(4-chloro-1H-1,2,3-triazol-1-yl)-2-fluorophenyl]-6-oxo-1,6-dihydropyrimidin-1-yl}-2,8-diazatricyclo[13.3.1.02,6]nonadec-1(19),15,17-trien-3,7-dione ClC=1C(=C(C(=CC1)N1N=NC(=C1)Cl)C=1N=CN(C(C1)=O)[C@H]1CCCCCNC([C@H]2CCC(N2C=2C=CC=C1C2)=O)=O)F